7-oxabicyclo[4.1.0]heptan-2-one C12C(CCCC2O1)=O